N-[4-cyano-3-(trifluoromethyl)phenyl]-3-[(4-fluorophenyl)sulfonyl]-2-methyl-2-Hydroxypropionamide C(#N)C1=C(C=C(C=C1)NC(C(CS(=O)(=O)C1=CC=C(C=C1)F)(O)C)=O)C(F)(F)F